[(3S,4R)-3-(4-chlorophenyl)-4-(hydroxymethyl)pyrrolidin-1-yl]-(3-pyridazin-4-yl-1H-pyrazol-5-yl)methanone ClC1=CC=C(C=C1)[C@H]1CN(C[C@@H]1CO)C(=O)C1=CC(=NN1)C1=CN=NC=C1